2-(2-chlorophenyl)-N-{4-[1-(difluoromethyl)-1H-pyrazol-4-yl]-3-sulfamoylphenyl}-2-hydroxyacetamide ClC1=C(C=CC=C1)C(C(=O)NC1=CC(=C(C=C1)C=1C=NN(C1)C(F)F)S(N)(=O)=O)O